[Si](C)(C)(C(C)(C)C)C=1N(C(=CN1)C(C(C)(C)C)=O)C1=CC=CC=C1 1-(2-(Tert-Butyldimethylsilyl)-1-phenyl-1H-imidazol-5-yl)-2,2-dimethylpropan-1-one